bis{(trifluoromethyl)dicarboxyphenoxy}bis(trifluoromethyl)biphenyl FC(F)(F)C1=C(C(=C(OC=2C(=C(C=CC2C(F)(F)F)C2=CC=C(C=C2)C(F)(F)F)OC2=C(C(=C(C=C2)C(F)(F)F)C(=O)O)C(=O)O)C=C1)C(=O)O)C(=O)O